2-((5-fluoropyridin-3-yl)oxy)acetic acid FC=1C=C(C=NC1)OCC(=O)O